COC=1C=C(C=CC1OC)C=1N=C2N(C(C1)=O)C=C(C=C2C)N2CCC(CC2)N2CCOCC2 2-(3,4-dimethoxyphenyl)-9-methyl-7-[4-(morpholin-4-yl)piperidin-1-yl]-4H-pyrido[1,2-a]pyrimidin-4-one